2-(4-(4,4,5,5-tetramethyl-1,3,2-dioxaborolan-2-yl)phenoxy)benzonitrile CC1(OB(OC1(C)C)C1=CC=C(OC2=C(C#N)C=CC=C2)C=C1)C